ClC=1C(=C(C=CC1)C=1N(C(=CC1C(=O)N)C1=C2C(=NC=C1)NC=C2)CO)F 2-(3-chloro-2-fluorophenyl)-1-(hydroxymethyl)-5-(1H-pyrrolo[2,3-b]pyridin-4-yl)-1H-pyrrole-3-carboxamide